ClC=1C(=C(N[C@H](C(=O)N2[C@@H]3CC([C@H]([C@H]2C(=O)N[C@H](C[C@H]2C(NCCC2)=O)C#N)CC3)(F)F)C)C=CC1)C (1S,3S,4S)-2-[(2S)-2-(3-chloro-2-methyl-anilino)propanoyl]-N-[(1R)-1-cyano-2-[(3S)-2-oxo-3-piperidyl]ethyl]-5,5-difluoro-2-azabicyclo[2.2.2]octane-3-carboxamide